C(#N)\C(=C/C=1C=C(C#N)C=CC1OC)\C1=CNC2=CC(=CC=C12)OC (Z)-3-(2-cyano-2-(6-methoxy-1H-indol-3-yl)vinyl)-4-methoxybenzonitrile